(3-chloro-4-methoxy-5-nitrophenyl)(spiro[benzo[b][1,4]oxazine-2,1'-cyclopropane]-4(3H)-yl)methanone ClC=1C=C(C=C(C1OC)[N+](=O)[O-])C(=O)N1C2=C(OC3(CC3)C1)C=CC=C2